[Se].N1=CN=CC=C1 pyrimidine selenium